tertbutyl 3-(4,4,5,5-tetramethyl-1,3,2-dioxaborolan-2-yl)pyrazole-1-carboxylate CC1(OB(OC1(C)C)C1=NN(C=C1)C(=O)OC(C)(C)C)C